OC=1C=C(C=2N(C1)N=C1C2C=NN1)C=1C=CC(=NC1)N1CC2N(C(C1)C2)C(=O)OC(C)(C)C tert-butyl 3-(5-(6-hydroxy-1H-pyrazolo[3',4':3,4]pyrazolo[1,5-a]pyridin-4-yl)pyridin-2-yl)-3,6-diazabicyclo[3.1.1]heptane-6-carboxylate